methyl (E)-3-(1-((3,5-bis(trifluoromethyl)phenethyl)amino)-2,3-dihydro-1H-inden-5-yl)acrylate FC(C=1C=C(CCNC2CCC3=CC(=CC=C23)/C=C/C(=O)OC)C=C(C1)C(F)(F)F)(F)F